COC(C=CC)=O but-2-enoic acid methyl ester